C(C)(C)(C)C1=CC(=C(C=C1Cl)C=1NC2=C(C=NC=C2C(C1C(=O)OCC)=O)C)C ethyl 2-(4-tert-butyl-5-chloro-2-methyl-phenyl)-8-methyl-4-oxo-1H-1,6-naphthyridine-3-carboxylate